NC=1C=NC2=CC=CC=C2C1NCCCCNC(OC(C)(C)C)=O tert-butyl 4-(3-aminoquinolin-4-ylamino)butylcarbamate